ClC1=CC=C(C=C1)[C@@]1(N(C(C2=CC(=CC=C12)C(CN1CCS(CC1)(=O)=O)(C)O)=O)CC1=NC=C(C=C1)Cl)OC 4-{2-[(1R)-1-(4-Chlorophenyl)-2-[(5-chloropyridin-2-yl)methyl]-1-methoxy-3-oxo-2,3-dihydro-1H-isoindol-5-yl]-2-hydroxypropyl}-1λ6-thiomorpholin-1,1-dion